6-chloro-2-ethyl-4-(trifluoromethyl)pyridazin-3(2H)-one ClC=1C=C(C(N(N1)CC)=O)C(F)(F)F